O1C(=CC=C1)C1=CC=C(CNC(=O)[C@@H]2N([C@@H](CN(C2)CC2=C(C=CC=C2)CC=2OC=CN2)C)C(C(C)C)=O)C=C1 cis-N-(4-(furan-2-yl)benzyl)-1-isobutyryl-6-methyl-4-(2-(oxazol-2-ylmethyl)benzyl)piperazine-2-carboxamide